ClC1=C(C(=O)O)C=CC(=C1)NC(=O)C1=C(C(=NS1)C1=CC=CC=2N1C=CN2)C2CC2 2-chloro-4-(4-cyclopropyl-3-{imidazo[1,2-a]pyridin-5-yl}-1,2-thiazole-5-amido)benzoic acid